CN(CCC[SiH2]NC(=O)N)C 3-dimethylaminopropyl-ureidosilane